2-(4-(3,4-Dinitrophenoxy)butyl)isoindoline-1,3-dione [N+](=O)([O-])C=1C=C(OCCCCN2C(C3=CC=CC=C3C2=O)=O)C=CC1[N+](=O)[O-]